ClC=1C(=CC(=C(C1)N(C(=O)[C@H]1N(C([C@H]([C@H]1O)O)=O)C1=CC(=C2C(=N1)C=CO2)C(F)(F)F)C([2H])([2H])[2H])F)F (2S,3S,4S)-N-(5-chloro-2,4-difluorophenyl)-3,4-dihydroxy-N-(methyl-d3)-5-oxo-1-(7-(trifluoromethyl)furo[3,2-b]pyridin-5-yl)pyrrolidine-2-carboxamide